[Si](C)(C)(C(C)(C)C)CC=O (tert-butyldimethylsilyl)acetaldehyde